N-[7-(2-chloro-5-fluorophenyl)-9-oxo-8,9-dihydro-7H-pyrrolo[4,3-c]imidazo[1,5-a]pyridin-6-yl]-5-fluoro-3-(trifluoromethyl)benzamide ClC1=C(C=C(C=C1)F)C1NC(C=2C=3N(C=C(C21)NC(C2=CC(=CC(=C2)F)C(F)(F)F)=O)C=NC3)=O